FC(C=1N=CC(=NC1)NC1CCC2(CNC2)CC1)(F)F N-[5-(trifluoromethyl)pyrazin-2-yl]-2-azaspiro[3.5]nonan-7-amine